F[C@@H]1[C@@H](C1)NC(=O)C1=CN=C2N1N=C(C=C2N(C(OC(C)(C)C)=O)C)N2CCC1=C(C=CC=C21)C21CC(C2)(C1)C=O Tert-butyl (3-(((1R,2S)-2-fluorocyclopropyl)carbamoyl)-6-(4-(3-formylbicyclo[1.1.1]pentan-1-yl)indolin-1-yl)imidazo[1,2-b]pyridazin-8-yl)(methyl)carbamate